F[C@H]1[C@@H](C1)NC1=NC(N(C2=CC(=CC=C12)C(F)(F)F)C1=CC=CC=C1)=O 4-(((Trans)-2-fluorocyclopropyl)amino)-1-phenyl-7-(trifluoromethyl)quinazolin-2(1H)-one